(S)-3-amino-4-(5-(4-((3-fluoro-5-(1H-pyrazol-5-yl)pyridin-2-yl)oxy)-2-methylphenyl)-2H-tetrazol-2-yl)butanoic acid hydrochloride Cl.N[C@@H](CC(=O)O)CN1N=C(N=N1)C1=C(C=C(C=C1)OC1=NC=C(C=C1F)C1=CC=NN1)C